[4-(pentafluoro-lambda6-sulfanyl)phenyl]boronic acid FS(C1=CC=C(C=C1)B(O)O)(F)(F)(F)F